5-((6,7-dihydrothieno[3,2-c]pyridin-5(4H)-yl)methyl)-2-(2,6-dioxopiperidin-3-yl)isoindoline-1,3-dione S1C=CC=2CN(CCC21)CC=2C=C1C(N(C(C1=CC2)=O)C2C(NC(CC2)=O)=O)=O